C(C)(C)(C)OC(=O)N1CCC(CC1)(F)COCC1=C(C=C(C(=C1)F)C(NS(=O)(=O)C)=O)C1CC1 4-(((2-cyclopropyl-5-fluoro-4-((methylsulfonyl)carbamoyl)benzyl)oxy)methyl)-4-fluoropiperidine-1-carboxylic acid tert-butyl ester